2-trifluoromethyl-benzothiazole-6-carboxylic acid FC(C=1SC2=C(N1)C=CC(=C2)C(=O)O)(F)F